FC(CC=1C(=NC(=NC1OC)NS(=O)(=O)C1=CNC(=C1)C=1SC=CN1)OC)F N-(5-(2,2-difluoroethyl)-4,6-dimethoxypyrimidin-2-yl)-5-(thiazol-2-yl)-1H-pyrrol-3-sulfonamide